2-azidoethyl-N,N-dimethylamine hydrochloride Cl.N(=[N+]=[N-])CCN(C)C